2-Methyl-2-Propenamide CC(C(=O)N)=C